(S)-3-(5-(4-((1-(4-((1R,2R)-6-Hydroxy-2-isobutyl-1,2,3,4-tetrahydronaphthalen-1-yl)phenyl)piperidin-4-yl)methyl)piperazin-1-yl)-1-oxoisoindolin-2-yl)piperidine-2,6-dione OC=1C=C2CC[C@@H]([C@@H](C2=CC1)C1=CC=C(C=C1)N1CCC(CC1)CN1CCN(CC1)C=1C=C2CN(C(C2=CC1)=O)[C@@H]1C(NC(CC1)=O)=O)CC(C)C